(R)-3-(3-(4-(5-Chloro-1H-pyrrolo[2,3-b]pyridin-4-yl)thiazol-2-yl)phenyl)-3-hydroxy-1-methylpyrrolidin-2-one ClC=1C(=C2C(=NC1)NC=C2)C=2N=C(SC2)C=2C=C(C=CC2)[C@]2(C(N(CC2)C)=O)O